CC1=C(C(=C(C(=C1C(=O)OC(CN(CC1=CC=CC=C1)CC1=CC=CC=C1)COCC(CCCC)CC)F)C(C)C)CC(=O)OC(C)(C)C)C1=CC(=NC=C1)F 1-[bis(phenylmethyl)amino]-3-[(2-ethylhexyl)oxyl]-2-propanol methyl-4-(2-(tert-butoxy)-2-oxoethyl)-2-fluoro-5-(2-fluoropyridin-4-yl)-3-isopropylbenzoate